[As].[Cl].[Cu] copper chlorine arsenic